2-((benzo[d]thiazol-5-ylmethyl)(bicyclo[1.1.1]pentan-1-yl)amino)-2-oxoacetic acid S1C=NC2=C1C=CC(=C2)CN(C(C(=O)O)=O)C21CC(C2)C1